C(C1=CC=CC=C1)(C1=CC=CC=C1)N1[C@@H]([C@@H]1C1COC1)C(=O)O (2S,3S)-1-benzhydryl-3-(oxetan-3-yl)aziridine-2-carboxylic acid